FC1=C(C=CC(=C1)C(F)(F)F)N(C(C)=O)C1=NC=CC(=C1)[N+](=O)[O-] N-[2-fluoro-4-(trifluoromethyl)phenyl]-N-(4-nitropyridin-2-yl)acetamide